C(CCOC1=CC2=C([Se]C(=C2)C(CCC(=O)N)=O)C=C1OC)OC1=CC2=C([Se]C(=C2)C(CCC(=O)N)=O)C=C1OC 4,4'-((propane-1,3-diylbis(oxy))bis(6-methoxybenzo[b]selenophene-5,2-diyl))bis(4-oxobutanamide)